5-Ethyl-1-isopropyl-3,3-dimethyloctahydrobenzo[c]isoxazol C(C)C1CC2C(N(OC2(C)C)C(C)C)CC1